Bis(2,2-dimethyl-1,3-dioxolan-4-yl)methanol CC1(OCC(O1)C(O)C1OC(OC1)(C)C)C